C1(CC1)COC1=C(C=CC=C1)C1=NC(=NC=C1)N 4-[2-(cyclopropylmethoxy)phenyl]Pyrimidine-2-amine